6-(Methylthio)-5-nitro-N-(2-(2-(2-oxo-2-(prop-2-yn-1-ylamino)ethoxy)acetamido)ethyl)nicotinamide CSC1=NC=C(C(=O)NCCNC(COCC(NCC#C)=O)=O)C=C1[N+](=O)[O-]